1-ethyl-5,6-difluoro-1H-benzo[d]imidazol-2-yl-pyridazine C(C)N1C(=NC2=C1C=C(C(=C2)F)F)C=2N=NC=CC2